3-(2-methacryloxyethyl-dimethylamino)propanecarboxylic acid C(C(=C)C)(=O)OCCCN(CCCC(=O)O)C